(2R,4R)-N2-(5-((-)-1-(3-cyanophenyl)-3-cyclopropyl-1-((R)-1,1-dimethylethylsulphinamido)propyl)-2-fluorophenyl)-4-hydroxy-N1-p-tolylpyrrolidine-1,2-dicarboxamide C(#N)C=1C=C(C=CC1)C(CCC1CC1)(N[S@](=O)C(C)(C)C)C=1C=CC(=C(C1)NC(=O)[C@@H]1N(C[C@@H](C1)O)C(=O)NC1=CC=C(C=C1)C)F